6-(1H-imidazol-1-yl)-N-(tetrahydro-2H-pyran-4-yl)pyrazine-2-carboxamide N1(C=NC=C1)C1=CN=CC(=N1)C(=O)NC1CCOCC1